ClC=1C=C(C=CC1F)N(C(=O)[C@H]1N(CC[C@H]1O)C1=NC(=CC(=C1C#N)C(F)(F)F)C)CC (2S,3R)-N-(3-chloro-4-fluorophenyl)-1-(3-cyano-6-methyl-4-(trifluoromethyl)pyridin-2-yl)-N-ethyl-3-hydroxypyrrolidine-2-carboxamide